(R)-2-methyl-N-(5-(5-methylisoxazol-3-yl)-2,3-dihydro-1H-inden-1-yl)-2H-tetrazole-5-carboxamide CN1N=C(N=N1)C(=O)N[C@@H]1CCC2=CC(=CC=C12)C1=NOC(=C1)C